O[C@@]1(C2(C(=C3C(=C(C(=C3C1=O)SCC(=O)OC)C)CSCC(=O)OC)C)CC2)C methyl (R)-2-(((6'-hydroxy-1'-((2-methoxy-2-oxoethyl)thio)-2',4',6'-trimethyl-7'-oxo-6',7'-dihydrospiro[cyclopropane-1,5'-inden]-3'-yl)methyl)thio)acetate